CN1OC([C@H]2[C@H]1[C@H](C[C@](C2)(C2=C(C=CC(=C2)C(F)(F)F)C)C)C)(C)C |r| rac-(3ar,5r,7s,7ar)-1,3,3,5,7-pentamethyl-5-(2-methyl-5-(trifluoromethyl)phenyl)octahydrobenzo[c]isoxazole